3-(2,6-Dichlorobenzyloxy)benzoyl chloride ClC1=C(COC=2C=C(C(=O)Cl)C=CC2)C(=CC=C1)Cl